5-chloro-N-(2,4-difluoro-3-[2-[8-(methylamino)imidazo[1,2-a]pyrazin-3-yl]ethynyl]phenyl)-2-methoxypyridine-3-sulfonamide ClC=1C=C(C(=NC1)OC)S(=O)(=O)NC1=C(C(=C(C=C1)F)C#CC1=CN=C2N1C=CN=C2NC)F